BrC=1C=C2C=CN=C(C2=CC1)OC[C@@H]1[C@@H](CC(N1)=O)CC (4R,5S)-5-[(6-Bromo-1-isoquinolyl)oxymethyl]-4-ethyl-pyrrolidin-2-one